2-[1-[difluoro[(trifluoroethyl)oxy]methyl]-1,2,2,2-tetrafluoroethoxy]-1,1,2,2-tetrafluoroethanesulfonic acid FC(C(C(F)(F)F)(OC(C(S(=O)(=O)O)(F)F)(F)F)F)(OCC(F)(F)F)F